C(C)(C)(C)NC(CC[C@@H](C(=O)N[C@@H](C)CC(=O)NCC1=CC=CC2=CC=CC=C12)NC(CCC1=CC=CC=C1)=O)=O (S)-N5-(tert-butyl)-N1-((S)-4-((naphthalen-1-ylmethyl)amino)-4-oxobutan-2-yl)-2-(3-phenylpropanamido)pentanediamide